O=C(CN1C=2C(NC(NC2N(CC1=O)C[C@@H]([C@@H]([C@@H](CO)O)O)O)=O)=O)C 5-(2-Oxopropyl)-8-[(2S,3S,4R)-2,3,4,5-tetrahydroxypentyl]-1,5,7,8-tetrahydropteridine-2,4,6(3H)-trione